4-((1r,4s)-4-(4-bromo-3-methylphenoxy)cyclohexyl)butan-1-ol BrC1=C(C=C(OC2CCC(CC2)CCCCO)C=C1)C